FC=1C=C(C=CC1OC(F)(F)F)C1=CC=C(C=C1)C(C=CC=1C=C2N=CC=NC2=CC1)=O 1-(3'-fluoro-4'-(trifluoromethoxy)-[1,1'-biphenyl]-4-yl)-3-(quinoxalin-6-yl)prop-2-en-1-one